(sec-Butoxy)-2-chloro-5-((1-methyl-1H-pyrazol-4-yl)ethynyl)pyridine methyl-6-chloro-3-methyl-1-(oxetan-3-yl)-1H-pyrazolo[3,4-b]pyridine-4-carboxylate COC(=O)C=1C2=C(N=C(C1)Cl)N(N=C2C)C2COC2.C(C)(CC)OC=2C(=NC=C(C2)C#CC=2C=NN(C2)C)Cl